methyl (Z)-2-((dimethylamino) methyleneamino)-4,5-dimethoxybenzoate CN(C)\C=N/C1=C(C(=O)OC)C=C(C(=C1)OC)OC